CC1(C(N(CC1)C(=O)NC1=NC(=C(C=C1)OC1=CC(=NC=C1)C1=CC(=NC=C1)C)C)=O)C 3,3-dimethyl-N-(6-methyl-5-((2'-methyl-[2,4'-bipyridin]-4-yl)oxy)pyridin-2-yl)-2-oxopyrrolidine-1-carboxamide